bis-(2-hydroxypropyl)-dimethylammonium methyl-sulfate COS(=O)(=O)[O-].OC(C[N+](C)(C)CC(C)O)C